5-hydroxy-2-methoxybenzoate OC=1C=CC(=C(C(=O)[O-])C1)OC